5'-O-[(L-lysylamino)sulfonyl]adenosine N[C@@H](CCCCN)C(=O)NS(=O)(=O)OC[C@@H]1[C@H]([C@H]([C@@H](O1)N1C=NC=2C(N)=NC=NC12)O)O